ClCCC[Si](C)(C)OCC 3-chloropropyl-(ethoxydimethylsilane)